C(C)(C)(C)OC(=O)N1C[C@H](CC1)OC1=NC=C(N=C1)C1=C(CCCC2=C1C=CC(=C2)OC)C2=CC(=C(C=C2)Cl)F (S)-3-((5-(8-(4-chloro-3-fluorophenyl)-3-methoxy-6,7-dihydro-5H-benzo[7]annulen-9-yl)pyrazin-2-yl)oxy)pyrrolidine-1-carboxylic acid tert-butyl ester